16-[4-(4-acetylphenyl)phenyl]-3-oxa-9λ5,23-diazaheptacyclo[17.7.1.15,9.02,17.04,15.023,27.013,28]octacosa-1(27),2(17),4,9(28),13,15,18-heptaen-9-ylium C(C)(=O)C1=CC=C(C=C1)C1=CC=C(C=C1)C1=C2C=C3CCC[N+]=4CCCC(=C2OC=2C=5CCCN6CCCC(=CC12)C56)C43